FC1=C(C(=CC=C1)C(F)(F)F)C1=CC=C(C=C1)S(=O)(=O)N 2'-fluoro-6'-(trifluoromethyl)-[1,1'-biphenyl]-4-sulfonamide